tert-butyl 3-hydroxy-3-(thiophen-2-yl)pyrrolidine-1-carboxylate OC1(CN(CC1)C(=O)OC(C)(C)C)C=1SC=CC1